C(C)(C)C1=NN=C2N1N=C(C=C2NC=2C=NC(=CC2)OC)NC(CC)CC 3-isopropyl-N8-(6-methoxypyridin-3-yl)-N6-(pentan-3-yl)-[1,2,4]triazolo[4,3-b]pyridazine-6,8-diamine